ClC1=C2CN(C(C2=CC(=C1)CNC1(CCC1)C)=O)C1=CC(=CC=C1)C1(COC1)[C@H](C1=NN=CN1C)F (R)-4-chloro-2-(3-(3-(fluoro(4-methyl-4H-1,2,4-triazol-3-yl)methyl)oxetan-3-yl)phenyl)-6-(((1-methylcyclobutyl)amino)methyl)isoindolin-1-one